1-(4-tert-butylphenyl)-3-(3,5-dimethoxystyryl)-5-(3,5-dimethoxystyryl)-pyrazoline C(C)(C)(C)C1=CC=C(C=C1)N1NC(=CC1C=CC1=CC(=CC(=C1)OC)OC)C=CC1=CC(=CC(=C1)OC)OC